tert-butyl 3-(1-((S)-5-(2-(2-aminopyridin-3-yl)-5-(1H-pyrazol-1-yl)-3H-imidazo[4,5-b]pyridin-3-yl)-2,3-dihydro-1H-inden-1-yl)-1H-1,2,3-triazol-4-yl)piperidine-1-carboxylate NC1=NC=CC=C1C1=NC=2C(=NC(=CC2)N2N=CC=C2)N1C=1C=C2CC[C@@H](C2=CC1)N1N=NC(=C1)C1CN(CCC1)C(=O)OC(C)(C)C